1-(2-bromophenyl)cyclopropane-1-amine BrC1=C(C=CC=C1)C1(CC1)N